8-bromo-2-iodo-3-(trifluoromethylsulfanyl)imidazo[1,2-a]pyridine BrC=1C=2N(C=CC1)C(=C(N2)I)SC(F)(F)F